CC(CO)(CC(CO)C)C 2,2,4-Trimethyl-1,5-pentandiol